F[C@@H]1C[C@H](N(C1)C(CC1=NC=C(C=C1)F)=O)C(=O)N[C@H](C1=CC=C(C=C1)C(C)C)C1=CC=CC=C1 (2S,4R)-4-fluoro-1-[2-(5-fluoropyridin-2-yl)acetyl]-N-[(S)-phenyl[4-(propan-2-yl)phenyl]methyl]pyrrolidine-2-carboxamide